C1(CC1)COC1CCN(CC1)[C@@H]1[C@H](CCC1)OC=1C=C2CN(C(C2=CC1)=O)C1C(NC(CC1)=O)=O 3-(5-(((1S,2S)-2-(4-(cyclopropylmethoxy)piperidin-1-yl)cyclopentyl)oxy)-1-oxoisoindolin-2-yl)piperidine-2,6-dione